C1NCC12CN(C2)C(CN2C(NC1=NC=C(C=C12)C1=CC(=CC=C1)C(F)(F)F)=O)=O 1-[2-(2,6-diazaspiro[3.3]hept-6-yl)-2-oxo-ethyl]-6-[3-(trifluoromethyl)phenyl]-3H-imidazo[4,5-b]pyridin-2-one